2-(2-(morpholinyl)ethylthio)-3H-pyrazolo[1,5-a][1,3,5]triazin-4-one N1(CCOCC1)CCSC1=NC=2N(C(N1)=O)N=CC2